2-(2-cyclopropyl-7-methyl-4-oxo-furo[2,3-d]pyridazin-5-yl)acetic acid C1(CC1)C1=CC2=C(C(=NN(C2=O)CC(=O)O)C)O1